Cl.CN1N=C2C(=CC(=CC2=C1)C=1N=NC2=CC(=CC(=C2C1)F)C1CCNCC1)C 3-(2,7-Dimethyl-2H-indazol-5-yl)-5-fluoro-7-(piperidin-4-yl)cinnoline hydrochloride